C(C)OC(C(=CC=1SC(=CC1)Br)N=[N+]=[N-])=O 2-azido-3-(5-bromo-thiophen-2-yl)-acrylic acid ethyl ester